OC=1C(=C(C=CC1C(C=CC1=CC(=C(C(=C1)C=CC(C)=C)O)C=CC(C)=C)=O)[O-])C=CC(C)=C 3-hydroxy-2-isoprenyl-4-{1-oxo-3-[4-hydroxy-3,5-bis(isoprenyl)phenyl]prop-2-enyl}phenolate